[N+](=O)([O-])C=1C=C2C(=CN(C2=CC1)CC1=CC(=CC=C1)C(F)(F)F)C(=O)N 5-Nitro-1-(3-(trifluoromethyl)benzyl)-1H-indole-3-carboxamide